(2S,4S)-4-(tert-butyl)-1-(4-methoxy-1H-indole-2-carbonyl)pyrrolidine C(C)(C)(C)[C@@H]1CCN(C1)C(=O)C=1NC2=CC=CC(=C2C1)OC